C1(CCCC1)N1N=NN=C1N1CC(CC2=CC=CC=C12)NC(C)=O N-[1-(1-cyclopentyl-1H-tetrazol-5-yl)-1,2,3,4-tetrahydro-3-quinolinyl]-acetamide